cyclopropyl-4-iodobenzene-1,2-diamine C1(CC1)C1=C(C(=CC=C1I)N)N